Cl.NC[C@H]1CN(CC1)C1CC=2C=CC(=CC2CC1)N1C(N=C(C=C1)NC(=O)N1CCNCC1)=O N-(1-(6-((S)-3-(Aminomethyl)Pyrrolidin-1-Yl)-5,6,7,8-Tetrahydronaphthalen-2-Yl)-2-Oxo-1,2-Dihydropyrimidin-4-Yl)Piperazine-1-Carboxamide Hydrochloride Salt